C1(CC1)CC1(CCC(CC1)=O)COCC(F)(F)F 4-(cyclopropylmethyl)-4-[(2,2,2-trifluoroethoxy)methyl]cyclohexan-1-one